C(C)C=1C=C(C(=NC1OC)CC(CC)N)OC 1-(5-ethyl-3,6-dimethoxypyridin-2-yl)butan-2-amine